ClS(=O)(=O)C1=CC=C2C=CC=C(C2=C1)C(=O)OC methyl 7-(chlorosulfonyl)-1-naphthoate